(R)-4-((1-(3-(difluoromethyl)-2-fluorophenyl)ethyl)amino)-N,N,2-trimethyl-7-(piperidin-1-yl)pyrido[2,3-d]pyrimidine-6-carboxamide FC(C=1C(=C(C=CC1)[C@@H](C)NC=1C2=C(N=C(N1)C)N=C(C(=C2)C(=O)N(C)C)N2CCCCC2)F)F